piperidinol methacrylate C(C(=C)C)(=O)O.N1(CCCCC1)O